CC1=C(C=C(C=C1)C1=NN(C=C1)C1=C(C=C(C=C1)OC)C)CNC(OC)=O methyl ([2-methyl-5-[1-(4-methoxy-2-methylphenyl)-1H-pyrazol-3-yl]phenyl]methyl)carbamate